N-(4-phenylpyridin-2-yl)-1H-indol-6-amine C1(=CC=CC=C1)C1=CC(=NC=C1)NC1=CC=C2C=CNC2=C1